COC(=O)C1=CC2=C(N=NN2C)C=C1 3-methyl-1,2,3-benzotriazole-5-carboxylic acid methyl ester